C(CC)C1=C(C(OCCCC)=O)C=CC(=C1)O Propyl-Butylparaben